CN1C2(CCC2)CN(C1=O)C1CN(CCC1)C=1N=CC(=NC1)C(=O)N 5-(3-(5-methyl-6-oxo-5,7-diazaspiro[3.4]Octane-7-yl)piperidin-1-yl)pyrazine-2-carboxamide